COC=1C=C2C(=NC=NC2=CC1OC)SCCCCN1C(C2=CC=CC=C2C1=O)=O 2-(4-((6,7-dimethoxyquinazolin-4-yl)thio)butyl)isoindoline-1,3-dione